N1=C2C(=NC=C1N[C@@H](C)C=1C=C(C=CC1F)NC(=O)C=1C=NN(C1)C1CCC1)NC=C2 (S)-N-(3-(1-((5H-pyrrolo[2,3-b]pyrazin-2-yl)amino)ethyl)-4-fluorophenyl)-1-cyclobutyl-1H-pyrazole-4-carboxamide